(R)-N-(2-(7-hydroxy-1-methyl-1H-pyrrolo[2,3-c]pyridin-3-yl)-1-(phenyl(tetrahydro-2H-pyran-4-yl)methyl)-1H-indol-4-yl)isobutyramide OC=1N=CC=C2C1N(C=C2C=2N(C1=CC=CC(=C1C2)NC(C(C)C)=O)[C@H](C2CCOCC2)C2=CC=CC=C2)C